ClC1=CC(=C(C(=C1)C(C)C)NC(=O)NS(=O)(=O)C=1OC=C(C1)C(C)(C)O)C(C)C N-((4-chloro-2,6-diisopropylphenyl)carbamoyl)-4-(2-hydroxypropan-2-yl)furan-2-sulfonamide